O[C@@](C#CC=1C2=C(C(N(C1)C)=O)NC(=C2C(=O)OC(CC)(C)C)C)(C)C2=NOC(=C2)C 1,1-dimethylpropyl 4-[(3R)-3-hydroxy-3-(5-methylisoxazol-3-yl)but-1-ynyl]-2,6-dimethyl-7-oxo-1H-pyrrolo[2,3-c]pyridine-3-carboxylate